3-(4-Chlorophenyl)-1-[2-(pyridin-4-yl)ethyl]urea ClC1=CC=C(C=C1)NC(NCCC1=CC=NC=C1)=O